ClC=1C(N(C(=CC1OCC1=C(C=C(C=C1)F)F)C)C=1C=C(CN(C(=O)NC)C)C=CC1F)=O N-{3-[3-chloro-4-[(2,4-difluorobenzyl)oxy]-6-methyl-2-oxopyridin-1(2H)-yl]-4-fluorobenzyl}dimethylurea